(R,Z)-N-(1-(2-(3,3-difluoroazetidin-1-yl)-3,6-dimethyl-4-oxo-3,4-dihydroquinazolin-8-yl)ethylidene)-2-methylpropane-2-sulfinamide FC1(CN(C1)C1=NC2=C(C=C(C=C2C(N1C)=O)C)\C(\C)=N/[S@](=O)C(C)(C)C)F